dimethyl-phenyl-silanol sodium [Na].C[Si](O)(C1=CC=CC=C1)C